FC(CN1C2=NC(=NC=C2N(C1=O)CC)N1CC2(CN(C2)C=2C(=NC(=NC2)C)C(F)(F)F)CC1)F 9-(2,2-difluoroethyl)-7-ethyl-2-(2-(2-methyl-4-(trifluoromethyl)pyrimidin-5-yl)-2,6-diazaspiro[3.4]octan-6-yl)-7,9-dihydro-8H-purin-8-one